2-[3-[2-[(2S)-2-methylazetidin-1-yl]-6,7-dihydro-5H-cyclopenta[d]pyrimidin-4-yl]phenyl]acetamide C[C@@H]1N(CC1)C=1N=C(C2=C(N1)CCC2)C=2C=C(C=CC2)CC(=O)N